FC1=CC=C2C(=NN(C2=C1)C)C(=O)NC=1C=C(C(=O)Cl)C=CC1N1CCCCC1 3-(6-fluoro-1-methyl-1H-indazole-3-carboxamido)-4-(piperidin-1-yl)benzoyl chloride